Trifluoromethyl-sulfonat FC(F)(F)S(=O)(=O)[O-]